2-(5-bromo-1H-indol-3-yl)-2-oxo-N-(2-oxo-1-phenylpyrrolidin-3-yl)acetamide BrC=1C=C2C(=CNC2=CC1)C(C(=O)NC1C(N(CC1)C1=CC=CC=C1)=O)=O